BrC=1C=C(C=CC1)C[C@]1(C[C@H](CC1)N(S(=O)(=O)C)CC1=CC=C(C=C1)OC)C=1OC(=C(N1)C(=O)OCC)C ethyl 2-[(1R,3S)-1-[(3-bromophenyl)methyl]-3-{N-[(4-methoxyphenyl)methyl] methanesulfonamido}cyclopentyl]-5-methyl-1,3-oxazole-4-carboxylate